ClC1=CC(=C(C=C1)C)C 1-chloro-3,4-dimethyl-benzene